C(#N)C=1C=NN2C1C(=CC(=C2)C2=CC=C(C=C2)N2CCN(CC2)C)/C=C/C2=CC=C(C=C2)NC(C=C)=O (E)-N-(4-(2-(3-cyano-6-(4-(4-methylpiperazin-1-yl)phenyl)pyrazolo[1,5-a]pyridin-4-yl)vinyl)phenyl)acrylamide